fluoro-8'-methyl-1'H-spiro[piperidine-4,2'-quinoline]-4'(3'H)-one FN1C2(CC(C3=CC=CC(=C13)C)=O)CCNCC2